ClC1=C(C=C2C3N(N4C(C2=C1)=CC(C(=C4)C(=O)O)=O)CC(CC3)(C)C)OCCCOC 13-Chloro-12-(3-methoxypropoxy)-8,8-dimethyl-2-oxo-2,7,8,9,10,10a-hexahydrodipyrido[2,1-a:1',2'-c]phthalazine-3-carboxylic acid